Phenylmethylbenzoic acid C1(=CC=CC=C1)CC1=C(C(=O)O)C=CC=C1